FC1=CC=C(CNC(CC=2N=CN(C2)C2=CC=C(C=C2)C2=NOC(=N2)C(F)(F)F)=O)C=C1 N-(4-fluorobenzyl)-2-(1-(4-(5-(trifluoromethyl)-1,2,4-oxadiazol-3-yl)phenyl)-1H-imidazol-4-yl)acetamide